OCC(C(C(=O)O)=C=O)P(=O)(OC)O 4-hydroxy(methyl)phosphono-2-carbonyl-butyric acid